C(C)(C)N1N=C(C=C1)N\C(\C)=C\1/C(NC2=CN=C(C=C21)C=2C=NC=CC2C)=O (Z)-3-(1-((1-Isopropyl-1H-pyrazol-3-yl)amino)ethylidene)-5-(4-methylpyridin-3-yl)-1H-pyrrolo[2,3-c]pyridin-2(3H)-one